3-(sec-butyl)-4-(1-methyl-1H-1,2,3-triazole-4-carbonyl)-1,3,4,5-tetrahydro-2H-benzo[1,4]diazepin-2-one C(C)(CC)C1C(NC2=C(CN1C(=O)C=1N=NN(C1)C)C=CC=C2)=O